NATRIUM PHENYLBUTYRAT C1(=CC=CC=C1)OC(CCC)=O.[Na]